ClC=1C(=CC=C2N=CC(=NC12)C=1C=NN(C1)C[C@H]1[C@H](CN(CC1)C)F)OC=1C=CC2=C(NC(=N2)C)C1 8-chloro-2-(1-(((3R,4S)-3-fluoro-1-methylpiperidin-4-yl)methyl)-1H-pyrazol-4-yl)-7-((2-methyl-1H-benzo[d]imidazol-6-yl)oxy)quinoxaline